C(C)(C)(C)C1=CC(=NO1)NC(CC1=CC=C(C=C1)C1=NN(C2=C1C(=NC=C2)Cl)CC2=CC=C(C=C2)OC)=O N-(5-tert-butylisoxazol-3-yl)-2-[4-[4-chloro-1-[(4-methoxyphenyl)methyl]pyrazolo[4,3-c]pyridin-3-yl]phenyl]acetamide